ICC1CCN(CC1)C(C)=O 1-(4-(iodomethyl)piperidin-1-yl)ethan-1-one